FC=1C=2N(C=C(C1)C=1N=C3N(C(C1)=O)C=C(C=C3)N3CCN(CCC3)C)C=C(N2)C 2-(8-fluoro-2-methylimidazo[1,2-a]pyridin-6-yl)-7-(4-methyl-1,4-diazacycloheptan-1-yl)-4H-pyrido[1,2-a]pyrimidin-4-one